C(C)C=1C=CC(=NC1)CCOC1=CC=C(C=C1)C=C1C(NC(S1)=O)=O 5-[[4-[2-(5-ethyl-2-pyridyl)-ethoxy]phenyl]methylene]-2,4-thiazolidinedione